FC(N1N=C(C=C1)C1=NN=C(O1)C(=O)N1[C@H](C2=C(CC1)NC=N2)C2=NN1C(C(=CC=C1)C(C)C)=C2)F (R)-(5-(1-(difluoromethyl)-1H-pyrazol-3-yl)-1,3,4-oxadiazol-2-yl)(4-(4-isopropylpyrazolo[1,5-a]pyridin-2-yl)-1,4,6,7-tetrahydro-5H-imidazo[4,5-c]pyridin-5-yl)methanone